N-[[6-[2-(1,4-dimethyl-4-piperidyl)acetyl]-6-azaspiro[2.5]octan-2-yl]methyl]furo[2,3-c]pyridine-2-carboxamide CN1CCC(CC1)(C)CC(=O)N1CCC2(C(C2)CNC(=O)C2=CC=3C(=CN=CC3)O2)CC1